C1(CC=CCC1)C(=O)N1C(CCCC1)C 1-[3-cyclohexen-1-ylcarbonyl]-2-methylpiperidine